(E)-3-(1-(3,5-bis(trifluoromethyl) benzyl)-6-bromo-1H-indol-3-yl)-2-cyanoacrylate FC(C=1C=C(CN2C=C(C3=CC=C(C=C23)Br)/C=C(/C(=O)[O-])\C#N)C=C(C1)C(F)(F)F)(F)F